ClC1=CC(=C(N=N1)N[C@H]1CN(CCC1)C)C (R)-6-chloro-4-Methyl-N-(1-methylpiperidin-3-yl)pyridazin-3-amine